[Si](C1=CC=CC=C1)(C1=CC=CC=C1)(C(C)(C)C)OC(CC(=O)N[C@@H]1CC(CN(C1)C(=O)OC(C)(C)C)(F)F)CCI tert-butyl (5R)-5-[(3-{[tert-butyl(diphenyl)silyl]oxy}-5-iodopentanoyl)amino]-3,3-difluoropiperidine-1-carboxylate